2-Butene-1,4-dial C(C=CC=O)=O